ClC1=C(C(=O)NC=2C=C3C=C(N(C3=CC2)C)C(=O)N[C@H](C)C2=CC=C(C=C2)C(F)(F)F)C=C(C=C1)CNC(C(C)C)=O (R)-5-(2-chloro-5-(isobutyramidomethyl)benzamido)-1-methyl-N-(1-(4-(trifluoromethyl)phenyl)ethyl)-1H-indole-2-carboxamide